ClC=1C(=C(C=CC1F)[C@@H]1[C@H](O[C@@](C1)(C(F)(F)F)C)C(=O)NC1=CC(=NC=C1)C(=O)NC)OC 4-((2S,3R,5S)-3-(3-chloro-4-fluoro-2-methoxyphenyl)-5-methyl-5-(trifluoromethyl)tetrahydrofuran-2-carboxamido)-N-methylpicolinamide